C(C1=CC=CC=C1)O[C@H]1[C@H](C(O[C@@H]1COCC1=CC=CC=C1)OC)O (3R,4S,5R)-4-(benzyloxy)-5-((benzyloxy)methyl)-2-methoxytetrahydrofuran-3-ol